2-(3-hydroxyphenyl)-6-carboxybenzimidazole OC=1C=C(C=CC1)C=1NC2=C(N1)C=C(C=C2)C(=O)O